ClC1=C(CC=2NC(N(N2)C)=O)C=CC=C1 5-(2-chlorobenzyl)-2-methyl-2,4-dihydro-3H-1,2,4-triazol-3-one